NC1=C(C=C2C=CC=NC2=C1Br)C#N 7-amino-8-bromo-quinoline-6-carbonitrile